tert-butyl((1R,5S,6r)-3,3-difluorobicyclo[3.1.0]hexan-6-yl)carbamate C(C)(C)(C)OC(NC1[C@H]2CC(C[C@@H]12)(F)F)=O